2-(4-trifluoromethylphenyl)quinazoline FC(C1=CC=C(C=C1)C1=NC2=CC=CC=C2C=N1)(F)F